4-(6-(2,5-Difluorophenyl)-6-(7-fluoro-1-oxoisoindolin-2-yl)hex-1,3-diyn-1-yl)-1H-pyrrole FC1=C(C=C(C=C1)F)C(CC#CC#CC=1C=CNC1)N1C(C2=C(C=CC=C2C1)F)=O